C1(=CC=CC=C1)C=1C=CC=2N(C3=CC=C(C=C3C2C1)C1=CC=CC=C1)C1=C(C#N)C=CC(=C1)C#N (3,6-diphenyl-9-carbazolyl)-terephthalonitrile